5-methyl-N2-(4-(4-methylpiperazin-1-yl)phenyl)-N4-(3-(morpholinosulfonyl)phenyl)pyrimidine-2,4-diamine CC=1C(=NC(=NC1)NC1=CC=C(C=C1)N1CCN(CC1)C)NC1=CC(=CC=C1)S(=O)(=O)N1CCOCC1